N1C(CCCC1)C(=O)O.N1C(CCCC1)C(=O)O 2-piperidinecarboxylic acid (pipecolate)